(6-(3-(6,7-dihydropyrazolo[1,5-a]pyrimidin-4(5H)-yl)-7,8-dihydro-1,6-naphthyridin-6(5H)-yl)-5-methylpyridazin-3-yl)(3-(2-hydroxypropan-2-yl)azetidin-1-yl)methanone N1=CC=C2N1CCCN2C=2C=NC=1CCN(CC1C2)C2=C(C=C(N=N2)C(=O)N2CC(C2)C(C)(C)O)C